O=S1(CC(C1)COC1=CC(=NC(=C1)[C@]1(COCC1)OC)C=1C=C(N2C=NC(=CC21)NC(=O)N)C)=O (R)-1-(5-(4-((1,1-Dioxidothietan-3-yl)methoxy)-6-(3-methoxytetrahydrofuran-3-yl)pyridin-2-yl)-7-methylpyrrolo[1,2-c]pyrimidin-3-yl)urea